9-(1-Benzoylazetidin-3-yl)-2-morpholino-9H-purin-6-yl benzoate C(C1=CC=CC=C1)(=O)OC1=C2N=CN(C2=NC(=N1)N1CCOCC1)C1CN(C1)C(C1=CC=CC=C1)=O